O(C1=CC=CC=C1)CCCC(=O)NCC(=O)N1[C@@H](C[C@@H](C1)C1=CC=CC=C1)C(=O)O (2s,4r)-1-((4-phenoxybutyryl)glycyl)-4-phenylpyrrolidine-2-carboxylic acid